2-Amino-3-cyclopropylquinoline-6-carboxylic acid NC1=NC2=CC=C(C=C2C=C1C1CC1)C(=O)O